(2r,3s,4s,5r)-3-(3-chloro-2-methoxyphenyl)-4,5-dimethyl-5-(trifluoromethyl)tetrahydrofuran-2-carboxylic acid ClC=1C(=C(C=CC1)[C@H]1[C@@H](O[C@]([C@H]1C)(C(F)(F)F)C)C(=O)O)OC